4-(4-fluoro-3-methylphenyl)-5-(imidazo[1,2-a]pyridin-6-yl)thiazol-2-amine FC1=C(C=C(C=C1)C=1N=C(SC1C=1C=CC=2N(C1)C=CN2)N)C